2-Chloro-7-(2,2-difluoroethyl)-9-[[4-[5-methoxy-3-(trifluoromethyl)pyrazol-1-yl]phenyl]methyl]purin-8-imine ClC1=NC=C2N(C(N(C2=N1)CC1=CC=C(C=C1)N1N=C(C=C1OC)C(F)(F)F)=N)CC(F)F